N1-((S)-4-methyl-1-oxo-1-(((S)-3-oxo-1-((S)-2-oxopyrrolidin-3-yl)-4-(2,3,5,6-tetrafluorophenoxy)butan-2-yl)amino)pentan-2-yl)-N2-(naphthalen-1-yl)oxalamide CC(C[C@@H](C(N[C@@H](C[C@H]1C(NCC1)=O)C(COC1=C(C(=CC(=C1F)F)F)F)=O)=O)NC(C(=O)NC1=CC=CC2=CC=CC=C12)=O)C